2,6-dimethyl-N-(pyridin-4-yl)nicotinamide CC1=C(C(=O)NC2=CC=NC=C2)C=CC(=N1)C